3',5-Difluoro-6'-(5-(5-fluoropyridin-2-yl)-1H-1,2,4-triazol-3-yl)-2'-methyl-3,4'-bipyridine FC=1C(=NC(=CC1C=1C=NC=C(C1)F)C1=NNC(=N1)C1=NC=C(C=C1)F)C